Hexyl-2-ethyl-4-methylimidazole C(CCCCC)C1=C(N=C(N1)CC)C